C(C1=CC=CC=C1)N(CCCl)CCCl N-benzyl-2-chloro-N-(2-chloroethyl)ethan-1-amine